(-)-1,3-acenaphthylenedicarboxylic acid C1(=CC=2C(=CC=C3C=CC=C1C23)C(=O)O)C(=O)O